methyl (1r,4r)-4-(3-chloroanilino)-2'-[1-(2,2,2-trifluoroethyl)azetidin-3-yl]spiro[cyclohexane-1,1'-indene]-4-carboxylate ClC=1C=C(NC2(CCC3(C(=CC4=CC=CC=C34)C3CN(C3)CC(F)(F)F)CC2)C(=O)OC)C=CC1